C1(=CC=CC=C1)C=1N=NN(C1)S(=O)(=O)C1=CC=C(C=C1)NC(C)=O N-(4-((4-Phenyl-1H-1,2,3-triazol-1-yl)sulfonyl)phenyl)acetamide